[Si](C)(C)(C(C)(C)C)O[C@H]1CN(CC1)C1=CC(=NC=C1)C1=CN=C2N1N=C(C=C2)Cl (R)-3-(4-(3-((tert-butyldimethylsilyl)oxy)pyrrolidin-1-yl)pyridin-2-yl)-6-chloroimidazo[1,2-b]pyridazine